[C@H](C)(CC)[C@@H]1N(CC2=C(NC1=O)C=CC=C2)C(=O)C2=NC=1C(=NC=CC1)N2 (S)-3-((S)-sec-butyl)-4-(3H-imidazo[4,5-b]pyridine-2-carbonyl)-1,3,4,5-tetrahydro-2H-benzo[e][1,4]diazepin-2-one